C1(=CC(=CC=C1)N=C=O)N=C=O 1,3-phenylenediisocyanate